Dimethyl (2-((S)-1-(2,3-difluorobenzyl)-5-oxopyrrolidin-2-yl)acetyl)-L-valyl-L-glutamate FC1=C(CN2[C@@H](CCC2=O)CC(=O)N[C@@H](C(C)C)C(=O)N[C@@H](CCC(=O)OC)C(=O)OC)C=CC=C1F